C1(=CC=CC=C1)C1=C2C(=C(C(=C(C2=CC=C1N)C1=CC=CC=C1)N)C1=CC=CC=C1)C1=CC=CC=C1 tetraphenyl-2,6-naphthalenediamine